C(C)OC(C#C)OCC 3,3-diethoxyprop-1-yne